C(C)O.C(C)OB(OCC)OCC triethylborate-ethanol